C1(O)=C(O)C(=CC=C1)C=O catecholaldehyde